C1=CC=C2C(=C1)C=C(N2)P(=O)=O phosphoindole